ClC1=CC=C(CN2N=C(C=CC2=O)C2=C(C=C(C=C2)F)OC)C=C1 2-(4-chlorobenzyl)-6-(4-fluoro-2-methoxyphenyl)pyridazin-3(2H)-one